CC(C)(CCC(C)(OOC(C)(C)C)C)OOC(C)(C)C 2,5-dimethyl-2,5-bis-(tert-butylperoxy)hexane